tert-butyl (3-((3-bromo-5-(5,6-difluoro-1H-benzo[d]imidazol-2-yl)pyridin-4-yl)amino)propyl)(methyl)carbamate BrC=1C=NC=C(C1NCCCN(C(OC(C)(C)C)=O)C)C1=NC2=C(N1)C=C(C(=C2)F)F